[Cl-].N1=C(C(=CC=C1)C1=CC=CC=C1C[NH3+])C picolinbenzyl-ammonium chloride